C1(CCCC1)N1C(C2(C3=C1N=C(N=C3)SC)CC2)=O 7'-Cyclopentyl-2'-(methylthio)spiro[cyclopropane-1,5'-pyrrolo[2,3-d]pyrimidin]-6'(7'H)-one